ethyl 6-methoxy-5-(methoxymethoxy)benzo[b]thiophene-2-carboxylate COC=1C(=CC2=C(SC(=C2)C(=O)OCC)C1)OCOC